C(C)[C@H]1N(C[C@@H](N(C1)C1=CC(N(C=2N1N=C(C2)CC#N)C)=O)C)C(C)C2=CC=C1C(=N2)SC=N1 2-(7-((2S,5R)-5-ethyl-2-methyl-4-(1-(thiazolo[5,4-b]pyridin-5-yl)ethyl)piperazin-1-yl)-4-methyl-5-oxo-4,5-dihydropyrazolo[1,5-a]pyrimidin-2-yl)acetonitrile